(1-(aminomethyl)-5-(trifluoromethyl)-3-azabicyclo[3.1.0]hexane-3-yl)quinoline-8-carbonitrile NCC12CN(CC2(C1)C(F)(F)F)C1=NC2=C(C=CC=C2C=C1)C#N